N-[(3S,4S)-1-(4,4-difluorocyclohexyl)-3-methyl-4-piperidyl]-6-{3-[4-(N-methylcarbamoyl)-2-anisidino]-1-propynyl}-1-(2,2,2-trifluoroethyl)-1H-1,3-benzimidazole-4-carboxamide FC1(CCC(CC1)N1C[C@@H]([C@H](CC1)NC(=O)C1=CC(=CC=2N(C=NC21)CC(F)(F)F)C#CCNC=2C(OC)=CC=C(C2)C(NC)=O)C)F